2-(2-chlorophenyl)-N-(4-(cyclobutoxymethyl)-3-sulfamylphenyl)acetamide ClC1=C(C=CC=C1)CC(=O)NC1=CC(=C(C=C1)COC1CCC1)S(N)(=O)=O